5-ethoxycarbonylmethyl-7-oxo-bicyclo[2.2.1]Hept-2-ene C(C)OC(=O)CC1C2C=CC(C1)C2=O